CN1C=CC2=CC=CC(=C12)C 1,7-dimethyl-indole